(E)-2-[4-(5-Amino-3-fluoropyridin-2-yl)-1,3-dithiolan-2-ylidene]-2-(1H-1,2,4-triazol-1-yl)acetonitrile NC=1C=C(C(=NC1)C1S\C(\SC1)=C(/C#N)\N1N=CN=C1)F